methyl 4-amino-1-(4-(1-hydroxyethyl)naphthalen-1-yl)-2-oxo-7-(trifluoromethyl)-1,2-dihydroquinoline-3-carboxylate NC1=C(C(N(C2=CC(=CC=C12)C(F)(F)F)C1=CC=C(C2=CC=CC=C12)C(C)O)=O)C(=O)OC